FC(C(C(OC(=C(F)F)F)(F)F)(F)F)(OC(=C(F)F)F)F 1,1,2,2,3,3-hexafluoro-1,3-bis[(1,2,2-trifluorovinyl)oxy]propane